N-(1-((5-chloro-6-((1r,5s)-2-oxo-3-azabicyclo[3.1.0]hex-3-yl)pyridin-3-yl)methyl)-1H-pyrazol-4-yl)-6-(3-chloro-6-(difluoromethyl)-2-fluorophenyl)-3-methylpyrazine-2-carboxamide ClC=1C=C(C=NC1N1C([C@@H]2C[C@@H]2C1)=O)CN1N=CC(=C1)NC(=O)C1=NC(=CN=C1C)C1=C(C(=CC=C1C(F)F)Cl)F